(2S,4R)-1-[(2S)-3,3-dimethyl-2-[4-[(phenylcarbamoylamino)methyl]triazol-1-yl]butanoyl]-4-hydroxy-N-methyl-pyrrolidine-2-carboxamide CC([C@@H](C(=O)N1[C@@H](C[C@H](C1)O)C(=O)NC)N1N=NC(=C1)CNC(NC1=CC=CC=C1)=O)(C)C